N1(CCCC1)CCCN 3-(pyrrolidin-1-yl)propan-1-amine